BrC1=CC=C(C=C1)N1N=CC(=C1S(=O)(=O)C)C(=O)OCC ethyl 1-(4-bromophenyl)-5-(methylsulfonyl)-1H-pyrazole-4-carboxylate